ClC1=C(C=C2CCCC(C2=C1)(O)CC1=NC(=NC(=C1CO)Cl)SC)F 7-chloro-1-((6-chloro-5-(hydroxymethyl)-2-(methylthio)pyrimidin-4-yl)methyl)-6-fluoro-1,2,3,4-tetrahydronaphthalen-1-ol